tert-Butyl N-[4-(ethylcarbamoyl)oxan-4-yl]carbamate C(C)NC(=O)C1(CCOCC1)NC(OC(C)(C)C)=O